CS(=O)(=O)NC(=O)C1CCN(CC1)C(=O)NC1=CC=C(C=C1)C(C(=O)N)C 4-(4-((methylsulfonyl)carbamoyl)piperidine-1-carboxamido)phenylpropanamide